Tert-butyl(1-bromo-3-chloro-7,8-dihydro-6H-9-oxa-2-thia-4-azabenzo[cd]azulen-5-yl) (methyl)carbamate CNC(OC=1N=C(C=2SC(=C3OCCC(C1C23)C(C)(C)C)Br)Cl)=O